COC1(CCN(CC1)C(=O)C1=CC=C(C#N)C=C1)C 4-(4-methoxy-4-methyl-piperidine-1-carbonyl)benzonitrile